BrC=1C=C(C#N)C=C(C1)[C@H]1N(OCC1)C(C(C)(C)C)=O 3-bromo-5-[(3S)-2-(2,2-dimethylpropionyl)-1,2-oxazolidin-3-yl]benzonitrile